N1N=CC2=C1C=CC=N2 PYRIDOPYRAZOLE